C(C)(C)C1=C(C(=C(C=C1C1=C(C=CC=C1)OC)C1=C(C=CC=C1)OC)C(C)C)C1=C(C(=CC=C1OC)OC)I 2,6-diisopropyl-3,5-bis(2-methoxyphenyl)3',6'-dimethoxy-2'-iodobiphenyl